C(#N)C1=C2C(=NC=C1OC1=CC(=NC=C1)NC(=O)N1C[C@H](CC1)OC)N=C(N2C)NC=2C(N(C=C(C2)C(F)(F)F)C)=O (S)-N-(4-((7-cyano-1-methyl-2-((1-methyl-2-oxo-5-(trifluoromethyl)-1,2-dihydropyridin-3-yl)amino)-1H-imidazo[4,5-b]pyridin-6-yl)oxy)pyridin-2-yl)-3-methoxypyrrolidine-1-carboxamide